trans-5-[[4-[(3S)-3-pyrazin-2-ylisoxazolidine-2-carbonyl]cyclohexyl]methyl]pyridine-3-carbonitrile N1=C(C=NC=C1)[C@H]1N(OCC1)C(=O)[C@@H]1CC[C@H](CC1)CC=1C=C(C=NC1)C#N